3-(7-methoxy-4-oxochroman-3-yl)propanenitrile COC1=CC=C2C(C(COC2=C1)CCC#N)=O